(4-(dimethylamino)piperidin-1-yl)(7-((4-(ethylamino)-3-(trifluoromethyl)-1H-pyrrolo[2,3-b]pyridin-6-yl)amino)-2,3-dihydrobenzo-furan-4-yl)methanone CN(C1CCN(CC1)C(=O)C1=CC=C(C2=C1CCO2)NC2=CC(=C1C(=N2)NC=C1C(F)(F)F)NCC)C